methyl-(trifluoropropene) CC=CC(F)(F)F